1-(4-(2-fluoropropan-2-yl)phenyl)ethan-1-ol FC(C)(C)C1=CC=C(C=C1)C(C)O